3-cyclopropyl-N-(2-methylpropyl)-7,8,9,10-tetrahydrobenzo[h]isoquinoline-5-sulfonamide C1(CC1)C=1N=CC=2C3=C(C=C(C2C1)S(=O)(=O)NCC(C)C)CCCC3